1-{[5-chloro-6-(6-methoxy-3-pyridyl)-2-indolyl]methyl}-3-methylurea ClC=1C=C2C=C(NC2=CC1C=1C=NC(=CC1)OC)CNC(=O)NC